FC1(CN(CC1)C1CN(C1)C1=NN=C(S1)C=1C(=CC(=NC1)C1=CC=C2N1N=CC(=C2)C#N)NC(C)C)F 7-(5-(5-(3-(3,3-difluoropyrrolidin-1-yl)azetidin-1-yl)-1,3,4-thiadiazol-2-yl)-4-(isopropylamino)pyridin-2-yl)pyrrolo[1,2-b]pyridazine-3-carbonitrile